naphthyl(m-trifluoromethyl-phenyl)methylene(cyclopentadienyl)(2,7-di-tert-butylfluorenyl)zirconium dichloride [Cl-].[Cl-].C1(=CC=CC2=CC=CC=C12)C(=[Zr+2](C1=C(C=CC=2C3=CC=C(C=C3CC12)C(C)(C)C)C(C)(C)C)C1C=CC=C1)C1=CC(=CC=C1)C(F)(F)F